3-(5-chloro-2-methoxy-phenyl)-3-methyl-6-(trifluoromethyl)indolin-2-one ClC=1C=CC(=C(C1)C1(C(NC2=CC(=CC=C12)C(F)(F)F)=O)C)OC